tert-butyl ((2-nitrophenyl)sulfonyl)glycyl-L-valinate [N+](=O)([O-])C1=C(C=CC=C1)S(=O)(=O)NCC(=O)N[C@@H](C(C)C)C(=O)OC(C)(C)C